6-isopropyl-2-(4-methylpiperazin-1-yl)-N-(thiophen-2-ylmethyl)pyrido[3,4-d]pyrimidin-4-amine C(C)(C)C1=CC2=C(N=C(N=C2NCC=2SC=CC2)N2CCN(CC2)C)C=N1